ClC1=CC=C(C2=C1C=C(O2)F)COC2=CC=CC(=N2)C2CCC(CC2)CC2=NC1=C(N2CC2(CC2)CC#N)C=C(C=C1)C(=O)O 2-(((1r,4r)-4-(6-((4-chloro-2-fluorobenzofuran-7-yl)methoxy)pyridin-2-yl)cyclohexyl)methyl)-1-((1-(cyanomethyl)cyclopropyl)methyl)-1H-benzo[d]imidazole-6-carboxylic acid